OC=1C(=C2C(=C(N(C2=CC1)C1=CC=CC=C1)C1=CC=C(C=C1)OC)C(=O)N1CCC2(CC1)OC(C1=CC=CC=C12)=O)CN1CCCCC1 (5-hydroxy-2-(4-methoxyphenyl)-1-phenyl-4-(piperidin-1-ylmethyl)-1H-indole-3-carbonyl)-3H-spiro[isobenzofuran-1,4'-piperidin]-3-one